C12=CC=C(C=C1)O2 1,4-Phenylenoxide